4-allyl-7-amino-3-oxo-3,4-dihydro-2H-benzo[b][1,4]Oxazine-6-carboxylic acid methyl ester COC(=O)C1=CC2=C(OCC(N2CC=C)=O)C=C1N